butyl (S)-2-(2-((2-methyl-1-((3-(trifluoromethyl)pyridin-2-yl)oxy)propan-2-yl)amino)-2-oxoethyl)pyrrolidine-1-carboxylate TFA salt OC(=O)C(F)(F)F.CC(COC1=NC=CC=C1C(F)(F)F)(C)NC(C[C@H]1N(CCC1)C(=O)OCCCC)=O